N-(4-bromophenyl)-N-(4-(naphthalen-2-yl)phenyl)-[1,1'-biphenyl]-4-amine BrC1=CC=C(C=C1)N(C1=CC=C(C=C1)C1=CC=CC=C1)C1=CC=C(C=C1)C1=CC2=CC=CC=C2C=C1